3,3'-Methylenebis(5-methylsulfanyl-1,2,4-triazole) C(C1=NNC(=N1)SC)C1=NNC(=N1)SC